C(=O)(C=C)N1C[C@H](CC1)N1N=C(C=2C(=NC=C(C21)Cl)N)C#CC=2C=C(C(=O)NCC(C)C)C=C(C2)OC (S)-3-((1-(1-Acrylpyrrolidin-3-yl)-4-amino-7-chloro-1H-pyrazolo[4,3-c]pyridin-3-yl)ethynyl)-N-isobutyl-5-methoxybenzamide